CC1=CC=C(C=C1)S(=O)(=O)NC=1C=CC=C2C=C(C=NC12)C 4-methyl-N-(3-methylquinolin-8-yl)benzenesulfonamide